ClC(C(C)(Cl)O)Cl.[Mo+5] molybdenum (V) trichloroisopropyl alcohol